Methyl 3-amino-4-((4-isobutoxy-3-isopropylphenyl)-amino)benzoate NC=1C=C(C(=O)OC)C=CC1NC1=CC(=C(C=C1)OCC(C)C)C(C)C